NC=1C2=C(N(C(N1)=O)C1=C(C(=CC=C1)F)C)N=C(C=C2)C2CC2 (-)-4-amino-7-cyclopropyl-1-(3-fluoro-2-methylphenyl)pyrido[2,3-d]pyrimidin-2(1H)-one